1,3-bis(4-amino-3-hydroxyphenoxy)benzene NC1=C(C=C(OC2=CC(=CC=C2)OC2=CC(=C(C=C2)N)O)C=C1)O